CNCCNC(C(=C)C)=O N-(monomethylaminoethyl)-methacrylamide